Benzyl (1-(2-(3-amino-3-oxo-propyl)-2-((S)-2-chloro-2-fluoroacetyl)hydrazinyl)-3-cyclohexyl-1-oxo-propan-2-yl)carbamate NC(CCN(NC(C(CC1CCCCC1)NC(OCC1=CC=CC=C1)=O)=O)C([C@@H](F)Cl)=O)=O